1-(2-((3-(dimethylcarbamoyl)-4-fluorophenyl)amino)-5-methylpyrimidin-4-yl)-N-(1-(3-chlorophenyl)-2-hydroxyethyl)-1H-pyrrole-3-carboxamide CN(C(=O)C=1C=C(C=CC1F)NC1=NC=C(C(=N1)N1C=C(C=C1)C(=O)NC(CO)C1=CC(=CC=C1)Cl)C)C